chloro-4-hydroxy-1,5-naphthyridine-3-carboxylic acid methyl ester COC(=O)C=1C(=NC2=CC=CN=C2C1O)Cl